(R)-3-((2-cyanoethyl)amino)-3-cyclopropyl-propionitrile C(#N)CCN[C@H](CC#N)C1CC1